(1aR,5aR)-2-(5-methoxypyrazin-2-yl)-1a,2,5,5a-tetrahydro-1H-2,3-diaza-cyclopropa[a]pentalene-4-carboxylic acid COC=1N=CC(=NC1)N1N=C(C=2C[C@@H]3[C@H](C12)C3)C(=O)O